C(#N)C=1C=CC(=C(C1)C1=CC=C(C=C1)C(=O)N1[C@@H](CC[C@@H]1C1=C(C=CC=C1)F)C(=O)O)OC (2S,5R)-1-(5'-cyano-2'-methoxy-[1,1'-biphenyl]-4-carbonyl)-5-(2-fluorophenyl)pyrrolidine-2-carboxylic acid